2,5-dichloro-6-[(S)-2-(3-chloro-2-hydroxy-propoxy)-1-methyl-ethylamino]-pyrimidine ClC1=NC(=C(C=N1)Cl)N[C@H](COCC(CCl)O)C